3-(3-(4-methoxyphenyl)-4-thiazolinonyl)-N-(4-phenylbutyl)benzamide COC1=CC=C(C=C1)N1C(SC=C1C=1C=C(C(=O)NCCCCC2=CC=CC=C2)C=CC1)=O